COC1=CC=C(C=C1)CN(C1=CC(=C(C=N1)OC(C#N)C)Cl)CC1=CC=C(C=C1)OC 2-[[6-[bis[(4-methoxyphenyl)methyl]amino]-4-chloro-3-pyridinyl]oxy]propionitrile